C(C)(C)OC1C=CC(O1)=O 5-isopropoxy-2(5H)-furanone